OC[C@@H](C)NC(=N)N (R)-1-(1-hydroxy-propan-2-yl)guanidine